vinylbenzyl (n-butoxypropyl) ether C(CCC)OCCCOC(C1=CC=CC=C1)C=C